(4aR,8aS)-6-[4-(4-Chloro-3-cyclopropylphenoxy)piperidin-1-carbonyl]-4,4a,5,7,8,8a-hexahydropyrido[4,3-b][1,4]oxazin-3-on ClC1=C(C=C(OC2CCN(CC2)C(=O)N2C[C@@H]3[C@@H](OCC(N3)=O)CC2)C=C1)C1CC1